2-Tetralon C1C(CCC2=CC=CC=C12)=O